2-(2,5-difluorobenzyl)-8-(5-methyl-1,3,4-oxadiazol-2-yl)-2,8-diazaspiro[4.5]decan-1-one FC1=C(CN2C(C3(CC2)CCN(CC3)C=3OC(=NN3)C)=O)C=C(C=C1)F